3,4-diacetyl-phenethyl alcohol C(C)(=O)C=1C=C(CCO)C=CC1C(C)=O